4-({3-chloro-7H-pyrrolo[2,3-c]pyridazin-7-yl}methyl)-3,3-difluoropiperidine hydrochloride Cl.ClC1=CC2=C(N=N1)N(C=C2)CC2C(CNCC2)(F)F